((2-methyl-5-(5-phenyl-4H-1,2,4-triazol-3-yl)phenyl)sulfonyl)-4-phenylpiperidin-4-ol CC1=C(C=C(C=C1)C1=NN=C(N1)C1=CC=CC=C1)S(=O)(=O)N1CCC(CC1)(O)C1=CC=CC=C1